(2-fluoro-6-(2H-1,2,3-triazol-2-yl)phenyl)((3aR,6aS)-5-(6-(1-hydroxyethyl)pyridin-2-yl)hexahydropyrrolo[3,4-c]pyrrol-2(1H)-yl)methanone FC1=C(C(=CC=C1)N1N=CC=N1)C(=O)N1C[C@@H]2CN(C[C@@H]2C1)C1=NC(=CC=C1)C(C)O